(((3-(diethylamino)propyl)carbamoyl)oxy)decanoic acid C(C)N(CCCNC(=O)OC(C(=O)O)CCCCCCCC)CC